The molecule is a secondary alcohol and a cyclohexenylalkanol. It has a role as a fragrance. It contains a campholenic cyclohexenyl group. It derives from a hydride of a cyclopentene. CC1=CCC(C1(C)C)C2=CCCC(C2)C(C)O